BrCC(=O)NC1=CC=C(C=C1)C 2-bromo-N-(p-tolyl)acetamide